ClC1=CC=C(C=C1)C(C(=O)N[C@H](C(=O)N[C@H](CCC(=O)OCC)C(=O)OCC)C1=CC=CC=C1)(C)C Diethyl ((S)-2-(2-(4-chlorophenyl)-2-methylpropanamido)-2-phenylacetyl)-D-glutamate